BrC1=C2C(CN(CC2=CC=C1)C(=O)OC(C)(C)C)=O tert-Butyl 5-bromo-4-oxo-3,4-dihydroisoquinoline-2(1H)-carboxylate